C(C)(C)(C)N(C(O)=O)CCON(C(=O)C1=CC2=C(N=C(C1)N)C=C(C=C2)Br)CCC.C(C)(C)(C)C=2C=C(C=C(C2O)C(C)(C)C)CCC(=O)NNC(CCC(CCC2=CC(=C(C(=C2)C(C)(C)C)O)C(C)(C)C)=O)=O 2',3-bis[[3-[3,5-di-tert-butyl-4-hydroxyphenyl]propionyl]]propionohydrazide Tert-butyl-(2-((2-amino-8-bromo-N-propyl-3H-benzo[b]azepine-4-carboxamido)oxy)ethyl)carbamate